FC1(CN(C2(C1O)CCCC2)C(=O)C2=NC=C(C(=C2)C)F)F (3,3-difluoro-4-hydroxy-1-azaspiro[4.4]nonan-1-yl)(5-fluoro-4-methylpyridin-2-yl)methanone